COC(NCC=1C=NN(C1)CC1=CC2=C(C(=NO2)NS(=O)(=O)C2=C(C=CC(=C2)C#C)OC)C(=C1)OC)=O methyl((1-((3-((5-ethynyl-2-methoxyphenyl)sulfonamido)-4-methoxybenzo[d]isoxazol-6-yl)methyl)-1H-pyrazol-4-yl)methyl)carbamate